[Na+].C(C)S(=O)(=O)[O-] Ethane-1-sulfonic acid sodium salt